COC1=C(C=C(C(=C1)N1CCN(CC1)C)N)NC1=NC=CC(=N1)C=1C=NN2C1C=CC=C2 4-methoxy-6-(4-methylpiperazin-1-yl)-N'-{4-pyrazolo[1,5-a]pyridin-3-ylpyrimidin-2-yl}benzene-1,3-diamine